S(C1=C(C(=CC(=C1)C)C(C)(C)C)O)C1=C(C(=CC(=C1)C)C(C)(C)C)O thiobis(6-tert-butyl-4-methylphenol)